1-fluoro-2,6-dichloropyridinium tetrafluoroborate F[B-](F)(F)F.F[N+]1=C(C=CC=C1Cl)Cl